FC=1C(=C(C=CC1)N1CC2=C(CCC1)C(=NC(=N2)OC[C@H]2N(CCC2)C)N2C[C@@H](NCC2)CC#N)C 2-[(2S)-4-[8-(3-fluoro-2-methyl-phenyl)-2-[[(2S)-1-methylpyrrolidin-2-yl]methoxy]-5,6,7,9-tetrahydropyrimido[4,5-c]azepin-4-yl]piperazin-2-yl]acetonitrile